N-(3-Iodo-4-methoxybenzyl)-4-((2-methylpiperidin-1-yl)sulfonyl)aniline IC=1C=C(CNC2=CC=C(C=C2)S(=O)(=O)N2C(CCCC2)C)C=CC1OC